C(C(=C)C)(=O)OCC(CO)(C)C 3-hydroxy-2,2-dimethylpropyl methacrylate